S1N=C(C2=C1C=CC=C2)N2CCN(CC2)CCN2C(C1=C(CC2)N(N=C1C)C)=O 5-{2-[4-(1,2-Benzisothiazol-3-yl)piperazin-1-yl]ethyl}-1,3-dimethyl-1,5,6,7-tetrahydro-4H-pyrazolo[4,3-c]pyridin-4-one